furan-2-carboxamide dihydrochloride Cl.Cl.O1C(=CC=C1)C(=O)N